C(C)(C)(C)N(C(O)=O)CCCCCCNC(C1=C(C=C(C=C1)NC=1C=2N(C=CN1)C(=CN2)C2=CC=C(C=C2)OC(F)F)C)=O.C(CCCCCCC\C=C/CCCCCCCC)OC(C=O)COCCCCCCCC\C=C/CCCCCCCC 2,3-bis[(Z)-octadec-9-enoxy]propanal Tert-butyl-(6-(4-((3-(4-(difluoromethoxy)phenyl)imidazo[1,2-a]pyrazin-8-yl)amino)-2-methylbenzamido)hexyl)carbamate